C(C)(C)(C)C(C12CC3CC(CC(C1)C3)C2)=P(=O)OC2=C(C(=CC=C2)OP(=O)=C(C23CC1CC(CC(C2)C1)C3)C(C)(C)C)OP(=O)=C(C31CC2CC(CC(C3)C2)C1)C(C)(C)C 1,2,3-tris(t-butyladamantylmethylenephosphinyloxy)benzene